FC1(CCN(CCC1)C=1N=NC(=C(C1C(=O)NC1=CC(=CC=C1)[S@@](=O)(=N)C)C)C1=CC=C(C=C1)C)F (R)-3-(4,4-difluoroazepan-1-yl)-5-methyl-N-(3-(S-methylsulfonimidoyl)phenyl)-6-(p-tolyl)pyridazine-4-carboxamide